FC1=CC(=C(C(=O)NC=2C3=C(SC2C(=O)NC2=CC(=C(C=C2)F)C(F)(F)F)C=C(C=C3)C(F)(F)F)C=C1C(=O)N1CC(C1)S(=O)(=O)C)OC 3-(4-fluoro-2-methoxy-5-(3-(methylsulfonyl)azetidine-1-carbonyl)benzamido)-N-(4-fluoro-3-(trifluoromethyl)phenyl)-6-(trifluoromethyl)benzo[b]thiophene-2-carboxamide